C1(=CC=CC=C1)C1=NC2=C(CCC1)C=CC=C2 2-phenyl-4,5-dihydro-3H-benzazepine